C(#N)C[C@H]1[C@@](C1)(C)NS(=O)(=O)C=1C=C2C(N(C(N(C2=CC1)CC)=O)CC)=O |r| N-((1SR,2SR)-2-(cyanomethyl)-1-methylcyclopropyl)-1,3-diethyl-2,4-dioxo-1,2,3,4-tetrahydroquinazoline-6-sulfonamide